(R)-(4-(3-(dibenzylamino)-2,2-difluoropropoxy)phenyl)(3-(4-fluorophenyl)-pyrrolidin-1-yl)methanone C(C1=CC=CC=C1)N(CC(COC1=CC=C(C=C1)C(=O)N1C[C@H](CC1)C1=CC=C(C=C1)F)(F)F)CC1=CC=CC=C1